1-(4-(4-amino-1-cyclopropyl-1H-pyrazolo[4,3-c]pyridin-3-yl)-2-fluorophenyl)-3-(3-methyl-4-morpholino-phenyl)urea NC1=NC=CC2=C1C(=NN2C2CC2)C2=CC(=C(C=C2)NC(=O)NC2=CC(=C(C=C2)N2CCOCC2)C)F